2-bromo-1-(2,5-dibromophenyl)ethan-1-one BrCC(=O)C1=C(C=CC(=C1)Br)Br